acryl-phthalide C(=O)(C=C)C1OC(=O)C2=CC=CC=C12